NC=1C(=C(C(=CC1NC=O)Br)C1=CC=CC=2SC(=C(C21)C#N)NC)F {[4-(3-amino-6-bromo-4-formamido-2-fluorophenyl)-3-cyanobenzo[b]thiophene-2-yl]amino}methane